(R)-4-(3-methyl-1H-pyrrolo[2,3-b]pyridin-4-yl)-N-(piperidin-2-ylmethyl)-3,4-dihydro-2H-1,4-thiazine-6-carboxamide hydrochloride Cl.CC1=CNC2=NC=CC(=C21)N2CCSC(=C2)C(=O)NC[C@@H]2NCCCC2